(S)-5-((4-((2-hydroxy-1-phenylethyl)amino)-5-(5-methyl-1,3,4-oxadiazol-2-yl)pyrimidin-2-yl)amino)-3,3-dimethyl-[1,2]oxaborolo[4,3-b]pyridin-1(3H)-ol OC[C@H](C1=CC=CC=C1)NC1=NC(=NC=C1C=1OC(=NN1)C)NC1=CC=C2C(=N1)C(OB2O)(C)C